C1(CC1)CN1N=CC2=CC=C(C=C12)COC1=CC=CC(=N1)C1CCN(CC1)CC1=NC2=C(N1C[C@H]1OCC1)C=C(C=C2)C(=O)O (S)-2-((4-(6-((1-Cyclopropylmethyl-1H-indazol-6-yl)methoxy)pyridin-2-yl)piperidine-1-yl)methyl)-1-(oxetan-2-ylmethyl)-1H-benzo[d]imidazole-6-carboxylic acid